CS(=O)(=O)OCC1CN(CCO1)C(=O)OC(C)(C)C tert-butyl 2-(((methylsulfonyl)oxy)methyl)-morpholine-4-carboxylate